Cl.N[C@H](C(=O)N(C)[C@H](/C=C(/C(=O)OCC)\C)C(C)C)C(C)(C)C ethyl (S,E)-4-((S)-2-amino-N,3,3-trimethylbutanamido)-2,5-dimethylhex-2-enoate hydrochloride